5-ethynyl-6-fluoro-4-(8-fluoro-4-[(3S)-3-fluoropiperidin-1-yl]-2-{[(2R,7aS)-2-fluorotetrahydro-1H-pyrrolizin-7a(5H)-yl]methoxy}pyrido[4,3-d]pyrimidin-7-yl)naphthalen-2-ol C(#C)C1=C2C(=CC(=CC2=CC=C1F)O)C1=C(C=2N=C(N=C(C2C=N1)N1C[C@H](CCC1)F)OC[C@]12CCCN2C[C@@H](C1)F)F